3-((4-fluorophenyl)thio)-3-fluoro-N-phenylacrylamide FC1=CC=C(C=C1)SC(=CC(=O)NC1=CC=CC=C1)F